racemic-4,4,5,5-tetramethyl-2-[(1S,2S)-2-(1-naphthyl)cyclopropyl]-1,3,2-dioxaborolane CC1(OB(OC1(C)C)[C@@H]1[C@H](C1)C1=CC=CC2=CC=CC=C12)C |r|